BrC1=CC(=C(C(=O)O)C=C1)F p-bromo-2-fluorobenzoic acid